ClC=1C(=CC2=C(N(C(=N2)C2=CN=CC=3C(CCCC23)NC(CC)=O)C2CC2)C1)F N-(4-(6-chloro-1-cyclopropyl-5-fluoro-1H-benzo[d]imidazol-2-yl)-5,6,7,8-tetrahydroisoquinolin-8-yl)propanamide